trans-2-cyclopropyl-N-(4-methyl-3-pyridazin-3-ylphenyl)cyclopropane-1-carboxamide C1(CC1)[C@H]1[C@@H](C1)C(=O)NC1=CC(=C(C=C1)C)C=1N=NC=CC1